COC1=CC=C(C=C1)C[C@@H](C(=O)OC)NC([C@H](C)NCCN1C=COC=CC1=O)=O methyl (S)-3-(4-methoxyphenyl)-2-((S)-2-((2-(5-oxo-1,4-oxazepin-4-yl)ethyl)amino)propionamido)propanoate